NC=1C(=C(C(=O)C=2C=C3C(N(C=NC3=CC2)C=2C=NC(=NC2)N2CCN(CC2)C(=O)OC(C)(C)C)=O)C(=CC1)F)F tert-butyl 4-[5-[6-(3-amino-2,6-difluoro-benzoyl)-4-oxo-quinazolin-3-yl]pyrimidin-2-yl]piperazine-1-carboxylate